6'-(((1S,3S)-3-((5-(difluoromethoxy)pyrimidin-2-yl)amino)cyclopentyl)amino)-2-oxo-2H-[1,3'-bipyridine]-3-carboxamide FC(OC=1C=NC(=NC1)N[C@@H]1C[C@H](CC1)NC1=CC=C(C=N1)N1C(C(=CC=C1)C(=O)N)=O)F